2-(((5z,8z,11z,14z,17z)-eicosa-5,8,11,14,17-pent-en-1-yl)oxy)butanoic acid C(CCC\C=C/C\C=C/C\C=C/C\C=C/C\C=C/CC)OC(C(=O)O)CC